CCCCCCCCCCCCC(=O)OC[C@H](COP(=O)(O)OC[C@@H](C(=O)O)N)OC(=O)CCCCCCCCC/C=C\C/C=C\CCCCC 1-tridecanoyl-2-(11Z,14Z-eicosadienoyl)-glycero-3-phosphoserine